FC12CC3(CC(C4=C(C(C1)C3)C=CC=C4)C2)NC(NC2CCN(CC2)C2=CC=C(C(=O)O)C=C2)=O 4-(4-(3-(9-fluoro-5,6,8,9,10,11-hexahydro-7H-5,9:7,11-dimethanobenzo[9]annulen-7-yl)ureido)piperidin-1-yl)Benzoic Acid